but-3-yn-2-ylmethylsulfonate CC(C#C)OS(=O)(=O)C